ClCC(COC1=C(C=C(C=C1)C(C)(C)C1=CC=C(C=C1)OCC(CN1CCSCC1)O)Cl)O 1-chloro-3-(2-chloro-4-(2-(4-(2-hydroxy-3-thiomorpholinopropoxy)phenyl)propan-2-yl)phenoxy)propan-2-ol